C(C)(C)(C)C1=CC=2NC3=CC(=CC=C3OC2C=C1)C(F)(F)F 2-tert-Butyl-8-trifluoromethylphenoxazine